Benzyl (R)-(3-oxocyclohexyl)carbamate O=C1C[C@@H](CCC1)NC(OCC1=CC=CC=C1)=O